O1CCN(CC1)C1=CC=2N=C3N(CCN(C3)C(CCOCCC)=O)C2N=C1 1-(3-(3-morpholino-8,9-dihydropyrido[3',2':4,5]imidazo[1,2-a]pyrazin-7(6H)-yl)-3-oxopropoxy)propan